(Perfluoro-2-propyl)ethanol FC(C(C(F)(F)F)(F)C(C)O)(F)F